2-((3-Methyl-10-oxodecanoyl)oxy)propane-1,3-diyl dipalmitate C(CCCCCCCCCCCCCCC)(=O)OCC(COC(CCCCCCCCCCCCCCC)=O)OC(CC(CCCCCCC=O)C)=O